12-((tert-Butoxycarbonyl)amino)dodecanoic acid C(C)(C)(C)OC(=O)NCCCCCCCCCCCC(=O)O